6-ethoxy-4-(6-(1-(phenylsulfonyl)-1,6-diazaspiro[2.5]octan-6-yl)pyridin-3-yl)pyrazolo[1,5-a]pyridine-3-carbonitrile C(C)OC=1C=C(C=2N(C1)N=CC2C#N)C=2C=NC(=CC2)N2CCC1(CN1S(=O)(=O)C1=CC=CC=C1)CC2